C(C(=C)C)(=O)O.COC methyl ether methacrylat